2-(((3R,4R)-1-(isopropylsulfonyl)-3-fluoropiperidin-4-yl)amino)-6-ethynyl-8-((1R,2R)-2-hydroxy-2-methylcyclopentyl)pyrido[2,3-d]pyrimidin-7(8H)-one C(C)(C)S(=O)(=O)N1C[C@H]([C@@H](CC1)NC=1N=CC2=C(N1)N(C(C(=C2)C#C)=O)[C@H]2[C@](CCC2)(C)O)F